FC=1C(=C(O/C(/C(=O)OC)=C\C(=O)OC)C=CC1)OC Dimethyl 2-(3-fluoro-2-methoxyphenoxy)fumarate